Methyl-p-bromomethyl-cinnamate COC(C=CC1=CC=C(C=C1)CBr)=O